CC1(COB(OC1)C=1C=CC2=C(N(C(O2)=O)CC2CCOCC2)C1)C 5-(5,5-Dimethyl-1,3,2-dioxaborinan-2-yl)-3-(tetrahydro-2H-pyran-4-ylmethyl)-1,3-benzoxazol-2(3H)-one